[3-(1H-1,2,4-triazol-5-yl)azetidin-1-yl]methanone diisobutyl-2-cyano-2,3-di-sec-butylsuccinate C(C(C)C)OC(C(C(C(=O)OCC(C)C)C(C)CC)(C(C)CC)C#N)=O.N1N=CN=C1C1CN(C1)C=O